BrC=1C(=CC(=C(C1)C1=C(C=CC(=C1)C)S(=O)(=O)N)I)F (5-bromo-4-fluoro-2-iodophenyl)-4-methylbenzenesulfonamide